NC=1C(=C(C(=CC1)F)N1C(C2=C(N=C(N=C2)SC)C=C1)=O)F 6-(3-amino-2,6-difluorophenyl)-2-(methylthio)pyrido[4,3-d]pyrimidin-5(6H)-one